C1N(CC12OCCC2)C[C@@H]2CC(N(CC2)C2=NN(C(=C2)C)C2CC1(CN(C1)C(=O)OC(C)(C)C)C2)(C)C tert-butyl (S)-6-(3-(4-((5-oxa-2-azaspiro[3.4]octan-2-yl)methyl)-2,2-dimethylpiperidin-1-yl)-5-methyl-1H-pyrazol-1-yl)-2-azaspiro[3.3]heptane-2-carboxylate